tert-butyl (2R,4S)-4-amino-2-methylpyrrolidine-1-carboxylate N[C@H]1C[C@H](N(C1)C(=O)OC(C)(C)C)C